4-(2,2,2-trifluoroacetyl)-pyridazin-3(2H)-one FC(C(=O)C=1C(NN=CC1)=O)(F)F